BrC=1C=C2C[C@H](N(CC2=C(C1OCC1=CC(=CC=C1)C#N)Br)CC1=CC=C(C=C1)C#N)C(=O)NS(=O)(=O)C1=CC(=C(C=C1)Cl)[N+](=O)[O-] (S)-6,8-dibromo-N-((4-chloro-3-nitrophenyl)sulfonyl)-2-(4-cyanobenzyl)-7-((3-cyanobenzyl)oxy)-1,2,3,4-tetrahydroisoquinoline-3-carboxamide